ClC1=C(C=C(C=2N1C=NC2)C2OCC(CO2)(C)C)C(=O)OC methyl 5-chloro-8-(5,5-dimethyl-1,3-dioxan-2-yl)imidazo[1,5-a]pyridine-6-carboxylate